ClC1=C2C(=C(NC2=CC=C1F)C(=O)N1CCN(CC1)C(=O)[C@@]1(OCC1)C)F (R)-(4-chloro-3,5-difluoro-1H-indol-2-yl)(4-(2-methyloxetane-2-carbonyl)piperazin-1-yl)methanone